(3ar,5R,6as)-2-((R)-2-(3,5-difluoro-4-hydroxyphenyl)-2-hydroxyethyl)-5-(2,4-difluorophenoxy)hexahydrocyclopenta[c]pyrrol FC=1C=C(C=C(C1O)F)[C@H](CN1C[C@@H]2[C@H](C1)CC(C2)OC2=C(C=C(C=C2)F)F)O